(8R,9R)-9-hydroxy-8-((S)-5H-imidazo[5,1-a]isoindol-5-yl)-6,7,8,9-tetrahydro-4H-quinolizin-4-one O[C@@H]1[C@H](CCN2C(C=CC=C12)=O)[C@@H]1N2C(C3=CC=CC=C13)=CN=C2